4-bromo-3-(2,2,2-trifluoroethoxy)benzoic acid ethyl ester C(C)OC(C1=CC(=C(C=C1)Br)OCC(F)(F)F)=O